2-FLUORO-4-FORMYLPYRIDINE FC1=NC=CC(=C1)C=O